2,3-dihydroisoindol-1-one C1(NCC2=CC=CC=C12)=O